C(=C\C1=CC=CC=C1)/C1=CNC=2N=CN=C(C21)N 5-((E)-styryl)-7H-pyrrolo[2,3-d]pyrimidin-4-amine